(4-bromo-1H-indol-7-yl)carbamate BrC1=C2C=CNC2=C(C=C1)NC([O-])=O